dihydrogen tetrahydrofuran-2,3,4,5-tetracarboxylate O1C(C(C(C1C(=O)[O-])C(=O)[O-])C(=O)O)C(=O)O